OC1=CC=C(C=C1)C(=C(CC)C1=CC=C(C=C1)O)C1=CC=C(C=C1)N1CCC(CC1)CN1C(CN(CC1C)C=1C=C2C(N(C(C2=CC1F)=O)C1C(NC(CC1)=O)=O)=O)C 5-(4-((1-(4-(1,2-bis(4-hydroxyphenyl)but-1-en-1-yl)phenyl)piperidin-4-yl)methyl)-3,5-dimethylpiperazin-1-yl)-2-(2,6-dioxopiperidin-3-yl)-6-fluoroisoindoline-1,3-dione